6-(1-(4,4-difluorocyclohexyl)-4-(4-fluoro-phenyl)-1H-imidazol-5-yl)imidazo[1,2-b]pyridazine-3-carbonitrile FC1(CCC(CC1)N1C=NC(=C1C=1C=CC=2N(N1)C(=CN2)C#N)C2=CC=C(C=C2)F)F